1,4,6-tribromophthalazine BrC1=NN=C(C2=CC(=CC=C12)Br)Br